3-(1-(9H-purin-6-ylamino)ethyl)-8-chloro-2-phenylisoquinolin-1(2H)-one N1=CN=C2NC=NC2=C1NC(C)C=1N(C(C2=C(C=CC=C2C1)Cl)=O)C1=CC=CC=C1